OC(CCCC(=O)O)CCC(CCCCO)O 5,8,12-trihydroxydodecanoic acid